CC1(N(C(NC1=O)=S)[C@@H]1CC[C@H](CC1)OCCOC1OCCCC1)C 4,4-dimethyl-5-oxo-3-(trans-4-(2-((tetrahydro-2H-pyran-2-yl)oxy)ethoxy)cyclohexyl)-2-thioxoimidazolidin